4-[(4-methoxyphenyl)sulfonyl]piperazineglutaric acid COC1=CC=C(C=C1)S(=O)(=O)N1CCN(CC1)C(CCC(=O)O)C(=O)O